N1(CCC1)C1=C(CN2C(C3=NC=CC=C3C2=O)([2H])[2H])C(=CC(=C1)C=1C2=CN(N=C2C=CC1)C([2H])([2H])[2H])F 6-(2-(azetidin-1-yl)-6-fluoro-4-(2-(methyl-d3)-2H-indazol-4-yl)benzyl)-6,7-dihydro-5H-pyrrolo[3,4-b]pyridin-5-one-7,7-d2